[N+](=O)([O-])[O-].[N+](=O)([O-])[O-].[K+].[K+].[K+].CC1=C(C=CC=C1)NC1=CC=C(C=C1)NC1=C(C=CC=C1)C di(o-methylphenyl)p-phenylenediamine tripotassium dinitrate